5-(3-(((S)-1-(1H-1,2,4-triazol-1-yl)propan-2-yl)oxy)-4-chlorophenyl)-N-(3-((2,5,8,11,14-pentaoxahexadecan-16-yl)oxy)-1-((1r,4r)-4-morpholinocyclohexyl)1H-pyrazol-4-yl)pyrimidin-2-amine N1(N=CN=C1)C[C@H](C)OC=1C=C(C=CC1Cl)C=1C=NC(=NC1)NC=1C(=NN(C1)C1CCC(CC1)N1CCOCC1)OCCOCCOCCOCCOCCOC